C(#N)C=1C=C(C=CC1F)NC(OC1=CC=CC=C1)=O phenyl (3-cyano-4-fluorophenyl)-carbamate